N1=CN=CC=2CC=3C(=CC12)N=CC3 pyrrolo[3,2-g]quinazoline